(E)-1-(2-bromo-1-chloro-2-iodovinyl)-4-methoxybenzene Br\C(=C(/Cl)\C1=CC=C(C=C1)OC)\I